C(C)(C)(C)C=1C=C(C=C(C1)O)C(C(=O)OCCOCCOCCO)(C)C1=CC(=CC(=C1)O)C(C)(C)C triethylene glycol bis[3-tert-butyl-5-hydroxyphenyl]propionate